N1C=CC2=CC(=CC=C12)NC(=O)NC=1SC(=NN1)C1=C(C=CC=C1)C 1-(1H-indol-5-yl)-3-(5-(o-tolyl)-1,3,4-thiadiazol-2-yl)urea